ethyl 2-(2-(furan-2-carbonyl) hydrazino)-2-oxoacetate O1C(=CC=C1)C(=O)NNC(C(=O)OCC)=O